1-Hydroxyethylformamid OC(C)NC=O